8-(bromomethyl)-3-methoxy-1,5-naphthyridine BrCC=1C=CN=C2C=C(C=NC12)OC